5-((1-(tetrahydro-2H-pyran-2-yl)-1H-pyrazol-4-yl)amino)benzamide O1C(CCCC1)N1N=CC(=C1)NC=1C=CC=C(C(=O)N)C1